COC1=CC=C(C=C1)N1C(=C(C2=CC=C(C=C12)O)[N+](=O)[O-])C 1-(4-methoxyphenyl)-2-methyl-3-nitro-1H-indol-6-ol